benzocyclobutenyl-silane C1(=CC2=C1C=CC=C2)[SiH3]